FC(C(=O)NC1=CC=CC=C1)(CC(CC1=CC=CC=C1)O)F 2,2-difluoro-4-hydroxy-N,5-diphenylpentanamide